C(C1=CC=CC=C1)N([C@@H]([C@@H](CCCC(C)C)B1OC(C(O1)(C)C)(C)C)C1=CC=CC=C1)CC1=CC=CC=C1 (1S,2R)-N,N-dibenzyl-6-methyl-1-phenyl-2-(4,4,5,5-tetramethyl-1,3,2-dioxaborolan-2-yl)heptan-1-amine